4-[(2,4-dichloropyrimidin-5-yl)methyl]-3-methylthiomorpholine ClC1=NC=C(C(=N1)Cl)CN1C(CSCC1)C